2-(1-phenylcyclopropyl)-6-(2-(3-(trifluoromethyl)phenyl)propionyl)-3,5,6,7,8,9-hexahydro-4H-pyrimido[5,4-c]azepin-4-one C1(=CC=CC=C1)C1(CC1)C=1NC(C=2CN(CCCC2N1)C(C(C)C1=CC(=CC=C1)C(F)(F)F)=O)=O